FC1=C(N)C=CC(=C1)N1CCC(CC1)C(F)(F)F 2-fluoro-4-(4-(trifluoromethyl)piperidin-1-yl)aniline